CC=1C(=NC=CC1)S(=O)(=O)NC=1C=CC=C2CCCN(C12)C 3-methyl-N-(1-methyl-1,2,3,4-tetra-hydroquinolin-8-yl)-pyridine-2-sulfonamide